pyridine-6-d N1=CC=CC=C1[2H]